FC=1C=CC2=C(CCO2)C1CNC1=NC=C(C=2N1C=C(N2)C#N)C=2C=NN(C2)CC=2C=NC=CC2 5-(((5-fluoro-2,3-dihydrobenzofuran-4-yl)methyl)amino)-8-(1-(pyridin-3-ylmethyl)-1H-pyrazol-4-yl)imidazo[1,2-c]pyrimidine-2-carbonitrile